C(=O)=C(CCCCCCCCCCCC(=O)O)CCCCCCCCC 13-carbonyl-behenic acid